CC(C(=O)OCO[C@@H]1[C@H](O[C@@]([C@@H]1O)(C#N)C1=CC=C2C(=NC=NN21)N)COC(C)=O)(C)C {[(2R,3S,4R,5R)-2-[(acetyloxy)methyl]-5-{4-aminopyrrolo[2,1-f][1,2,4]triazin-7-yl}-5-cyano-4-hydroxyoxolan-3-yl]oxy}methyl 2,2-dimethylpropanoate